C(C)(C)(C)OC(=O)N(C1=NC=2C=C(C=CC2C2=C1N=C(N2C(=O)OC(C)(C)C)COCC)CC2=CC=C(C=C2)CC#N)C(=O)OC(C)(C)C tert-butyl 4-(bis(tert-butoxycarbonyl) amino)-7-(4-(cyanomethyl) benzyl)-2-(ethoxymethyl)-1H-imidazo[4,5-c]quinoline-1-carboxylate